methyl 4-bromo-2-(dimethylamino)-5-fluorobenzoate BrC1=CC(=C(C(=O)OC)C=C1F)N(C)C